4-(1-(4-Methoxyphenyl)vinyl)-2-methylquinoline COC1=CC=C(C=C1)C(=C)C1=CC(=NC2=CC=CC=C12)C